N-(4-cyano-2-fluorophenyl)-4-{3-(cyanomethyl)-3-[4-(1H-pyrrolo[2,3-b]pyridin-4-yl)-1H-pyrazol-1-yl]azetidin-1-yl}piperidine-1-carboxamide C(#N)C1=CC(=C(C=C1)NC(=O)N1CCC(CC1)N1CC(C1)(N1N=CC(=C1)C1=C2C(=NC=C1)NC=C2)CC#N)F